4-amino-7-cyclopropyl-1-(oxan-3-yl)pyrido[2,3-d]pyrimidin-2-one NC=1C2=C(N(C(N1)=O)C1COCCC1)N=C(C=C2)C2CC2